OC1(NCC2=CC(=C(C=C12)Br)Br)C#CC1=CC=CC=C1 3-Hydroxy-5,6-dibromo-3-phenylethynyl-isoindoline